1-((4-(5-bromo-6-methylpyridin-2-yl)-1-methyl-1H-1,2,3-triazol-5-yl)methyl)-4-(cyclopropylmethyl)-3-methylpyridin-2(1H)-one BrC=1C=CC(=NC1C)C=1N=NN(C1CN1C(C(=C(C=C1)CC1CC1)C)=O)C